4,6-Dichloro-N,N-dimethyl-1,3,5-triazine-2-amine ClC1=NC(=NC(=N1)Cl)N(C)C